8-(4-Fluorobenzyl)-12-methyl-4-oxa-8,12-diazadispiro[2.1.5.3]tridecan-13-on FC1=CC=C(CN2CCC3(OC4(CC4)C(N(C3)C)=O)CC2)C=C1